ClC(C1=NC(=NO1)C=1C=NC(=NC1)NC(C)C1=NC=CC=C1)(F)F 5-[5-[chloro(difluoro)methyl]-1,2,4-oxadiazol-3-yl]-N-[1-pyridin-2-ylethyl]pyrimidin-2-amine